bromo-N-(Thiophen-2-ylmethyl)-2,3,4,9-tetrahydro-1H-carbazol-1-amine BrC1(CCCC=2C3=CC=CC=C3NC12)NCC=1SC=CC1